C(C)(C)(C)OC(=O)N1CCCC2=CC=C(N=C12)CCCCNC[C@@H](COC)F.BrC=1C=C(C(=NC1)C1=NN=NN1C1COC1)Cl 5-bromo-3-chloro-2-(1-(oxetan-3-yl)-1H-tetrazol-5-yl)pyridine tert-butyl-(S)-7-(4-((2-fluoro-3-methoxypropyl)amino)butyl)-3,4-dihydro-1,8-naphthyridine-1(2H)-carboxylate